(1-((hydroxy)benzylamino)-3-methylbutyl)diphenylphosphine oxide ON(C(CC(C)C)P(C1=CC=CC=C1)(C1=CC=CC=C1)=O)CC1=CC=CC=C1